methyl-4-(1,1-dimethylethyl)-phenylpropionaldehyde CC(C=O)(C)C1=CC=C(C=C1)C(C)(C)C